4-bromo-3-cyano-1H-benzo[4,5]thieno[2,3-b]pyrrole BrC1=CC=CC2=C1C1=C(NC=C1C#N)S2